N1=NC(=CC=C1)C(=O)O pyridazin-3-Formic acid